7-(6-methoxypyridin-2-yl)benzo[d]thiazol-2-amine COC1=CC=CC(=N1)C1=CC=CC=2N=C(SC21)N